5-(2-(3-(benzyloxy)-3-phenylpropylsulfinyl)-6-methylpyrimidin-4-yl)-1-(3,4-dimethoxybenzyl)pyridin-2(1H)-one C(C1=CC=CC=C1)OC(CCS(=O)C1=NC(=CC(=N1)C=1C=CC(N(C1)CC1=CC(=C(C=C1)OC)OC)=O)C)C1=CC=CC=C1